trans-tert-butyl(3-((6-(4-(benzyloxy)-2-ethyl-5-fluorophenyl)-1-(tetrahydro-2H-pyran-2-yl)-1H-indazol-4-yl) oxy)cyclobutyl)carbamate C(C)(C)(C)OC(N[C@@H]1C[C@H](C1)OC1=C2C=NN(C2=CC(=C1)C1=C(C=C(C(=C1)F)OCC1=CC=CC=C1)CC)C1OCCCC1)=O